((perfluorophenoxy)(phenoxy)phosphoryl)-L-alanine 3-methoxy-3-methylbutyl ester COC(CCOC([C@@H](NP(=O)(OC1=CC=CC=C1)OC1=C(C(=C(C(=C1F)F)F)F)F)C)=O)(C)C